2-amino-N-(5-chloro-2-hydroxy-3-pyridyl)spiro[3.3]heptane-6-carboxamide NC1CC2(C1)CC(C2)C(=O)NC=2C(=NC=C(C2)Cl)O